ClC1=C(C=CC(=C1)Cl)C=1CCCC2=C(C1C1=CC=C(C=C1)O[C@@H]1CN(CC1)CCCF)C=CC(=C2)C2=C(C(CC2)=O)O (S)-3-(8-(2,4-dichlorophenyl)-9-(4-((1-(3-fluoropropyl)pyrrolidin-3-yl)oxy)phenyl)-6,7-dihydro-5H-benzo[7]annulen-3-yl)-2-hydroxycyclopent-2-en-1-one